S1C(SCCC1)C(C(=CC1=CC=C(C=C1)SC)C1=CC=CC=C1)=O 1-(1,3-Dithian-2-yl)-3-(4-(methylthio)phenyl)-2-phenylprop-2-en-1-one